BrC=1C=C(C=CC1)S(=O)(=O)N(CC1=C(C=C(C=C1)OC)OC)CC1=C(C=C(C=C1)OC)OC 3-Bromo-N,N-bis(2,4-dimethoxybenzyl)benzenesulfonamide